3-(1-(1-(4-(6-(trifluoromethyl)pyridin-3-yl)phenyl)butyl)-1H-indazole-5-carboxamido)propionic acid ethyl ester C(C)OC(CCNC(=O)C=1C=C2C=NN(C2=CC1)C(CCC)C1=CC=C(C=C1)C=1C=NC(=CC1)C(F)(F)F)=O